tert-butyl (5-(2-amino-1H-benzo[d]imidazol-1-yl)hexyl)carbamate NC1=NC2=C(N1C(CCCCNC(OC(C)(C)C)=O)C)C=CC=C2